2-carboxyphenylboronic acid C(=O)(O)C1=C(C=CC=C1)B(O)O